(2-methoxy-5-(4-(trifluoromethyl)phenoxy)phenyl)-5-oxo-1-(5-oxopyrrolidine-2-carbonyl)pyrrolidine-2-carboxamide COC1=C(C=C(C=C1)OC1=CC=C(C=C1)C(F)(F)F)C1(N(C(CC1)=O)C(=O)C1NC(CC1)=O)C(=O)N